2-nitroimino-5-nitrohexahydro-1,3,5-triazine [N+](=O)([O-])N=C1NCN(CN1)[N+](=O)[O-]